Cl.Cl.COC(CCCCC(OC)=N)=N.COC=1C=C(C=C(C1OC)OC)N1C=NC(=C1)NC=1C2=C(N=C(N1)N1[C@@H](CCC1)C(=O)N)C=CC=N2 (S)-1-(4-((1-(3,4,5-trimethoxyphenyl)-1H-imidazol-4-yl)amino)pyrido[3,2-d]pyrimidin-2-yl)pyrrolidine-2-carboxamide dimethyl-adipimidate 2HCl